N1(C=NC=C1)C(=O)N1CC(CC1)N1C(NC2=NC=CC=C21)=O 1-(1-(1H-imidazole-1-carbonyl)pyrrolidin-3-yl)-1,3-dihydro-2H-imidazo[4,5-b]pyridin-2-one